2-(4-(2-(4-Fluoropiperidin-1-yl)-6-methylpyrimidin-4-yl)-1H-pyrazol-1-yl)-5-nitrobenzene FC1CCN(CC1)C1=NC(=CC(=N1)C=1C=NN(C1)C1=CC=C(C=C1)[N+](=O)[O-])C